4,7-bis[5-(2,6-dimethoxy-phenyl)-2-thienyl]benzo[c]1,2,5-thiadiazole COC1=C(C(=CC=C1)OC)C1=CC=C(S1)C1=CC=C(C2=NSN=C21)C=2SC(=CC2)C2=C(C=CC=C2OC)OC